C(CC1=CC=CC=C1)C=1C=C2C(=CC(=NC2=CC1)CC1C(NC(S1)=O)=O)C1=CC=CC=C1 5-((6-phenethyl-4-phenylquinolin-2-yl)methyl)thiazolidine-2,4-dione